Ethyl 3-iodo-2,2-dimethylpropionate ICC(C(=O)OCC)(C)C